diphenyl-methyl-fluorosilane C1(=CC=CC=C1)[Si](F)(C)C1=CC=CC=C1